ClC=1C=C(C=CC1F)NC(N(CC)[C@@H](C1=CN=C(C2=CC=CC=C12)OC)C1CC1)=O (R)-3-(3-chloro-4-fluorophenyl)-1-(cyclopropyl-(1-methoxyisoquinolin-4-yl)methyl)-1-ethylurea